Cl.NCCC1=CNC(N1[C@H]1COC2=C(C=C(C=C2C1)F)F)=S (R)-5-(2-aminoethyl)-1-(6,8-difluoro-chroman-3-yl)-1,3-dihydro-imidazole-2-thione hydrochloride